C(#N)C=1C=C(CCN2CCC(CC2)C2=CN(C3=CN=CC=C32)C3=C(C(=O)N(C)C(C)C)C=C(C=C3)F)C=CC1 2-(3-(1-(3-cyanophenethyl)piperidin-4-yl)-1H-pyrrolo[2,3-c]pyridin-1-yl)-5-fluoro-N-isopropyl-N-methylbenzamide